6-bromo-2-(methylsulfinyl)thiazolo[4,5-b]pyrazine BrC=1N=C2C(=NC1)N=C(S2)S(=O)C